N-(2-chloroethyl)-2'-(morpholinylmethyl)-[1,1'-biphenyl]-4-sulfonamide ClCCNS(=O)(=O)C1=CC=C(C=C1)C1=C(C=CC=C1)CN1CCOCC1